CC=1C=C(C(NN1)=O)C(F)(F)F 6-methyl-4-(trifluoromethyl)pyridazine-3(2H)-one